(RS)-N-(2-((3-chloro-5-trifluoromethylpyridin-2-yl)oxy)propyl)-5-chloro-2-methyl-6-ethylpyrimidin-4-amine ClC=1C(=NC=C(C1)C(F)(F)F)O[C@@H](CNC1=NC(=NC(=C1Cl)CC)C)C |r|